FC1(OC2=C(O1)C=CC(=C2O)C=O)F 2,2-difluoro-4-hydroxy-1,3-benzodioxole-5-carbaldehyde